F[C@H]1CN(CC[C@H]1NC1=CC=CC=2N1N=C(C2CC(F)(F)F)C#CCNC(=O)C2=NOC(=C2)C(C)C)C N-[3-(7-{[(3S,4R)-3-fluoro-1-methylpiperidin-4-yl]amino}-3-(2,2,2-trifluoroethyl)pyrazolo[1,5-a]pyridin-2-yl)prop-2-yn-1-yl]-5-isopropylisoxazole-3-carboxamide